C=C1C=CC=CC1 5-Methylene-1,3-cyclohexadien